1,1,1,3,5,5,5-heptamethyl-3-[(trimethylsilyl)oxy]-trisiloxane C[Si](O[Si](O[Si](C)(C)C)(O[Si](C)(C)C)C)(C)C